C1CC12COC(OC2)CN2N=NC(=C2)N(C)C2=C(C=CC(=C2)C#CC2CC2)Cl 1-((5,7-dioxaspiro[2.5]oct-6-yl)methyl)-N-(2-chloro-5-(cyclopropylethynyl)phenyl)-N-methyl-1H-1,2,3-triazol-4-amine